[Cl-].[Cl-].C(=C)C=1NC=CN1 vinyl-imidazole dichloride salt